5-[3-Fluoro-5-({(1S)-1-[(3S,4S)-3-methylpiperidin-4-yl]ethyl}amino)-4-(trifluoromethyl)phenyl]-1,3,4-oxadiazol-2(3H)-one FC=1C=C(C=C(C1C(F)(F)F)N[C@@H](C)[C@@H]1[C@@H](CNCC1)C)C1=NNC(O1)=O